Cl.Cl.ClC=1C=C2CN=C(NC2=CC1)SCC=1N2C(SC1)=NC(C2)(C)C 3-(((6-chloro-1,4-dihydroquinazolin-2-yl)thio)methyl)-6,6-dimethyl-5,6-dihydroimidazo[2,1-b]Thiazole dihydrochloride